[4-(2-methyl-2H-[1,2,3]triazol-4-yl)-benzyl]-{6-[7-(4-oxetan-3-yl-piperazin-1-yl)-imidazo[1,2-a]pyridin-3-yl]-pyrimidin-4-yl}-amine CN1N=CC(=N1)C1=CC=C(CNC2=NC=NC(=C2)C2=CN=C3N2C=CC(=C3)N3CCN(CC3)C3COC3)C=C1